2-amino-3-[4-(propan-2-yl)piperazin-1-yl]benzoic acid methyl ester COC(C1=C(C(=CC=C1)N1CCN(CC1)C(C)C)N)=O